Benzyl 3-(tert-Butoxycarbonylamino)-4-oxo-butanoate C(C)(C)(C)OC(=O)NC(CC(=O)OCC1=CC=CC=C1)C=O